OC1=C(C=CC(=C1)C#N)C1=CC(=CC(=C1)C)C hydroxy-3',5'-dimethyl-[1,1'-biphenyl]-4-carbonitrile